FC1(CCC(CC1)[C@H](NC(=O)[C@H]1[C@@H](C1)C(F)(F)F)C1=NC2=C(N1)C=CC(=C2)[C@@H](C)NC(CCC(F)(F)F)=O)F |o1:11,12| trans-(1R*,2R*)-N-((S)-(4,4-Difluorocyclohexyl)(5-((R)-1-(4,4,4-trifluorobutanamido)ethyl)-1H-benzo[d]imidazol-2-yl)methyl)-2-(trifluoromethyl)cyclopropane-1-carboxamide